C1(CC1)NC(=O)C1=C(C=2N=C(N=C(C2O1)N1CCOCC1)N1N=CC(=C1)C=1C=C(C=CC1)C)C(F)(F)F N-cyclopropyl-4-morpholino-2-(4-(m-tolyl)-1H-pyrazol-1-yl)-7-(trifluoromethyl)furo[3,2-d]pyrimidine-6-carboxamide